(Z)-N-butyl-N'-cyano-6-[(2R,4S)-4-fluoro-2-[5-fluoro-2-(methylsulfanyl)phenyl]pyrrolidin-1-yl]imidazo[1,2-b]pyridazine-3-carboximidamid C(CCC)N\C(=N/C#N)\C1=CN=C2N1N=C(C=C2)N2[C@H](C[C@@H](C2)F)C2=C(C=CC(=C2)F)SC